tertbutyl (6-((2R,3s)-2-((tert-butoxycarbonyl)amino)-3-fluorobutyl)-2-chloro-7-methylpyrrolo[2,1-f][1,2,4]triazin-4-yl)(pyridin-4-ylmethyl)carbamate C(C)(C)(C)OC(=O)N[C@H](CC=1C=C2C(=NC(=NN2C1C)Cl)N(C(OC(C)(C)C)=O)CC1=CC=NC=C1)[C@H](C)F